N1=C(N=CC2=CC=CC=C12)NC1C(NC(CC1)=O)=O 3-(quinazolin-2-ylamino)piperidine-2,6-dione